(1H-pyrrolo[2,3-c]pyridin-5-yl)thiophene-3-carboxamide N1C=CC=2C1=CN=C(C2)C=2SC=CC2C(=O)N